BrC1=C2C(=C(C(=C(C2=C(C2=C(C(=C(C(=C12)[2H])[2H])[2H])[2H])C1=C(C=C(C2=C1C=1C(O2)=C2C(=C(C(=C(C2=C(C1[2H])[2H])[2H])[2H])[2H])[2H])[2H])[2H])[2H])[2H])[2H])[2H] (10-bromoanthracene-9-yl-1,2,3,4,5,6,7,8-d8)naphtho[1,2-b]benzofuran-1,2,3,4,5,6,8,10-d8